BrCC=1N=C2N(N1)[C@@H](C[C@@H]2F)C2=CC=CC=C2 |r| rac-(5s,7s)-2-(bromomethyl)-7-fluoro-5-phenyl-6,7-dihydro-5H-pyrrolo[1,2-b][1,2,4]triazole